C(CCCCCCCCC)(=O)N[C@@H](C(=O)O)CO (R)-2-decanamido-3-hydroxypropionic acid